N2-butyl-N4-(5-ethyl-1H-pyrazol-3-yl)-6-methoxy-7-(3-(pyrrolidin-1-yl)propoxy)quinazoline-2,4-diamine C(CCC)NC1=NC2=CC(=C(C=C2C(=N1)NC1=NNC(=C1)CC)OC)OCCCN1CCCC1